N-(2-pyridylmethyl)-N'-[(1H)-5-azabenzimidazol-2-ylmethyl]-N'-(5,6,7,8-tetrahydro-8-quinolinyl)-1,4-xylylenediamine N1=C(C=CC=C1)CNCC1=CC=C(C=C1)CN(C1CCCC=2C=CC=NC12)CC1=NC2=C(N1)C=CN=C2